C1(CC1)N1C(C2=C(C=C(C=C2CC1)C1=CN=C2N1C=CC(=C2)OCCN2CCOCC2)OC(F)F)=O 2-cyclopropyl-8-(difluoromethoxy)-6-[7-(2-morpholinoethoxy)imidazo[1,2-a]pyridin-3-yl]-3,4-dihydroisoquinolin-1-one